FC=1C(=C(C=CC1F)[C@H]1[C@H](O[C@](C1)(C(F)(F)F)CC)C(=O)NC1=CC(=NC=C1)C(=O)N)OC (2S,3S,5R)-4-[[3-(3,4-Difluoro-2-methoxy-phenyl)-5-ethyl-5-(trifluoromethyl)tetrahydrofuran-2-carbonyl]amino]pyridin-2-carboxamid